BrC1=C(C=C(C(=O)OC)C=C1)OC(F)(F)F methyl 4-bromo-3-(trifluoromethoxy)benzoate